7-fluoro-2,3-dihydrobenzofuran-3-amine FC1=CC=CC=2C(COC21)N